3,7,7,8,8-pentamethyl-6-oxa-2,3,5-triaza-7-silanon-4-enoic acid tert-butyl ester C(C)(C)(C)OC(NN(C=NO[Si](C(C)(C)C)(C)C)C)=O